IC=1C(=C(C(=C2C(OC(=O)C12)S(=O)(=O)[O-])I)I)I.IC=1C(=C(C(=C(C1)O)I)I)I.[Li+] lithium tetraiodophenol tetraiodosulfophthalide salt